NCC=1C=CC(=NC1)C(N[C@H](C(NCCCC[C@H](NC(N[C@H](CCC(=O)OC(C)(C)C)C(=O)OC(C)(C)C)=O)C(=O)OC(C)(C)C)=O)CC1=NC2=CC=CC=C2C=C1)=O tri-tert-butyl (3S,10S,14R)-1-[5-(aminomethyl)pyridin-2-yl]-1,4,12-trioxo-3-[(quinolin-2-yl)methyl]-2,5,11,13-tetraazahexadecane-10,14,16-tricarboxylate